FC(C1=CC=C(C=C1)C12CCN(CC2C1)C(=O)C1CC2(C1)NC(CC2)=O)(F)F (rac)-(2r,4s)-2-(6-(4-(Trifluoromethyl)phenyl)-3-azabicyclo[4.1.0]heptan-3-carbonyl)-5-azaspiro[3.4]octan-6-on